FC1(CCC(CC1)[C@H](NC(=O)C1=NON=C1C(C)C)C=1OC2=C(N1)C=C(C=C2)[C@@H](COC)N2C(N[C@@H](C2)C(F)(F)F)=O)F N-((S)-(4,4-Difluorocyclohexyl)(5-((S)-2-methoxy-1-((S)-2-oxo-4-(trifluoromethyl)imidazolidin-1-yl)ethyl)benzo[d]oxazol-2-yl)methyl)-4-isopropyl-1,2,5-oxadiazole-3-carboxamide